COC=1C=C(C=CC1)C=CC(C)=O 4-(3-methoxyphenyl)but-3-en-2-one